O1N=C(N=C1)C(=O)N1CC=2N=C(SC2C1)NC(C1=CN=C(C=C1C1=C(C=CC=C1)OC)C)=O N-(5-(1,2,4-oxadiazole-3-carbonyl)-5,6-dihydro-4H-pyrrolo[3,4-d]thiazol-2-yl)-4-(2-methoxyphenyl)-6-methylnicotinamide